4-(5-((6-(3-chloro-5-fluorophenyl)-4-(methoxycarbonyl)pyridin-2-yl)oxy)pyridin-2-yl)piperazine-1-carboxylic acid tert-butyl ester C(C)(C)(C)OC(=O)N1CCN(CC1)C1=NC=C(C=C1)OC1=NC(=CC(=C1)C(=O)OC)C1=CC(=CC(=C1)F)Cl